C(CCC)NC(C(C)N1C(CCCC1)C=O)=O N-BUTYL-2-(2-FORMYLPIPERIDIN-1-YL)PROPANAMIDE